C(C1=CC=CC=C1)N(C=1C2=C(N=CN1)NC(=C2)C2=CC=C(C=C2)CO)C(C)C (4-(4-(Benzyl(isopropyl)amino)-7H-pyrrolo[2,3-d]pyrimidin-6-yl)phenyl)methanol